(S)-2-amino-N-(2-(3',4'-dichloro-[1,1'-biphenyl]-4-yl)ethyl)pentanamide hydrochloride Cl.N[C@H](C(=O)NCCC1=CC=C(C=C1)C1=CC(=C(C=C1)Cl)Cl)CCC